C(C)N(C(C=CC=CC=1C=C2C=CC=NC2=CC1)=O)C N-ethyl-N-methyl-5-(quinolin-6-yl)penta-2,4-dienamide